(R)-4-(7-(1-(difluoromethyl)cyclopropyl)-3-(3-methyl-1H-pyrazol-5-yl)isothiazolo[4,5-b]pyridin-5-yl)-3-methylmorpholine FC(C1(CC1)C1=C2C(=NC(=C1)N1[C@@H](COCC1)C)C(=NS2)C2=CC(=NN2)C)F